C(C1=CC=CC=C1)(C1=CC=CC=C1)N1[C@@H]([C@H](C1)CS(=O)(=O)C)C (2R,3S)-1-benzhydryl-2-methyl-3-(methylsulfonylmethyl)azetidine